NCC1=CC(=C(C(=C1)C)NC(=O)C1=CC2=C(OCCC3=C2SC=C3)C=C1C=1C(=NC(=CC1)C(NCCC)=O)C(=O)O)C(N(C)C)=O 3-(9-((4-(aminomethyl)-2-(dimethylcarbamoyl)-6-methylphenyl)carbamoyl)-4,5-dihydrobenzo[b]thieno[2,3-d]oxepin-8-yl)-6-(propylcarbamoyl)picolinic acid